(R)-7-(2-chloro-5-(1-(2,2-difluoro-1-(4-fluorophenyl)propyl)-1H-pyrazol-4-yl)pyridin-3-yl)-[1,2,4]triazolo[1,5-a]pyridin-2-amine ClC1=NC=C(C=C1C1=CC=2N(C=C1)N=C(N2)N)C=2C=NN(C2)[C@@H](C(C)(F)F)C2=CC=C(C=C2)F